C1(CCCCC1)CN1CC(=CC1)C=1C(=C(C(=CC1)O)N1CC(NS1(=O)=O)=O)F 5-(3-(1-(cyclohexylmethyl)-2,5-dihydro-1H-pyrrol-3-yl)-2-fluoro-6-hydroxyphenyl)-1,2,5-thiadiazolidin-3-one 1,1-dioxide